(2S,3R)-3-[(2-aminopyridin-4-yl)methyl]-1-{[(1R)-1-(2,2-difluoro-1,3-benzodioxol-5-yl)ethyl]carbamoyl}-4-oxoazetidine-2-carboxylic acid trifluoroacetate salt FC(C(=O)O)(F)F.NC1=NC=CC(=C1)C[C@@H]1[C@H](N(C1=O)C(N[C@H](C)C1=CC2=C(OC(O2)(F)F)C=C1)=O)C(=O)O